5-methyl-N4-(5-methyl-4-(4-(trifluoromethyl)phenyl)pyrimidin-2-yl)-N2-(4-(4-methylpiperazin-1-yl)phenyl)pyrimidine-2,4-diamine CC=1C(=NC(=NC1)NC1=CC=C(C=C1)N1CCN(CC1)C)NC1=NC=C(C(=N1)C1=CC=C(C=C1)C(F)(F)F)C